2-methyl-1-phenyl-3-(o-tolyl)propane-1,3-dione CC(C(=O)C1=CC=CC=C1)C(=O)C1=C(C=CC=C1)C